(S)-N-(3-(1-((4-methyl-4H-1,2,4-triazol-3-yl)thio)ethyl)phenyl)-4,6-bis(trifluoromethyl)picolinamide CN1C(=NN=C1)S[C@@H](C)C=1C=C(C=CC1)NC(C1=NC(=CC(=C1)C(F)(F)F)C(F)(F)F)=O